2-(((1-(4-Methoxybenzyl)-6-oxo-5-(trifluoromethyl)-1,6-dihydropyridazin-4-yl)amino)propoxy)propionic acid COC1=CC=C(CN2N=CC(=C(C2=O)C(F)(F)F)NCCCOC(C(=O)O)C)C=C1